C(C)(C)(C)C1=CC=C(C(=O)NCC2=CC=C(C=C2)C=2C3=C(N=CN2)NC(=C3)C(=O)O)C=C1 4-(4-((4-tert-butylbenzamido)methyl)phenyl)-7H-pyrrolo[2,3-d]pyrimidine-6-carboxylic acid